C(C)(C)(C)OC(=O)N1CCC(CC1)NC1=CC=C(C=N1)B(O)O (6-((1-(tert-butyloxycarbonyl)piperidin-4-yl)amino)pyridin-3-yl)boronic acid